1-Methyl-1,2-dihydro-3H-benzo[e]indole-3-carboximidamide hydrochloride Cl.CC1CN(C=2C=CC3=C(C12)C=CC=C3)C(N)=N